[5-[2-[(2S)-2-methylazetidin-1-yl]-6,7-dihydro-5H-cyclopenta[d]pyrimidin-4-yl]-2-thienyl]methanol C[C@@H]1N(CC1)C=1N=C(C2=C(N1)CCC2)C2=CC=C(S2)CO